4-amino-N-((5S)-2-ethoxy-5,8-dihydro-6H-pyrano[3,4-d]pyrimidin-5-yl)-N,1-dimethyl-1H-pyrazolo[4,3-c]quinoline-8-carboxamide NC1=NC=2C=CC(=CC2C2=C1C=NN2C)C(=O)N(C)[C@@H]2COCC=1N=C(N=CC12)OCC